C(CCCCC)(=O)OCC.[Mo] molybdenum 2-ethyl hexanoate